C(C1=CC=CC=C1)OC(=O)NC1(CC(C1)(F)F)C(=O)O 1-(((benzyloxy)carbonyl)amino)-3,3-difluorocyclobutane-1-carboxylic acid